tert-butyl N-(4-bromo-1-methylpyrazol-3-yl)carbamate BrC=1C(=NN(C1)C)NC(OC(C)(C)C)=O